C12CN(CC2C1)C1=NC=C(C(=N1)C)CN1N=NC(=C1)C(=O)O 1-[(2-{3-Azabicyclo[3.1.0]hex-3-yl}-4-methylpyrimidin-5-yl)methyl]-1H-1,2,3-triazole-4-carboxylic acid